ethyl 5-amino-1-methyl-pyrazole-4-carboxylate NC1=C(C=NN1C)C(=O)OCC